CC1=C(C(=CC=C1)C)N[C@@H](C(=O)O)C (R)-N-(2,6-dimethylphenyl)aminopropionic acid